2-((8-amino-6-(5-amino-4-methylpyridin-3-yl)-7-fluoroisoquinolin-3-yl)amino)-6-(cyclopropylmethyl)-5,6-dihydro-4H-pyrazolo[1,5-d][1,4]diazepin-7(8H)-one formate salt C(=O)O.NC=1C(=C(C=C2C=C(N=CC12)NC1=NN2CC(N(CCC2=C1)CC1CC1)=O)C=1C=NC=C(C1C)N)F